C1(CC1)[C@H](C=1C=CC2=C(N=C(O2)[C@@H](NC(=O)C2=NON=C2C)C2CCC(CC2)(F)F)C1F)N1C(N[C@@H](C1)C(F)(F)F)=O N-((S)-(5-((R)-Cyclopropyl((S)-2-oxo-4-(trifluoromethyl)imidazolidin-1-yl)methyl)-4-fluorobenzo[d]oxazol-2-yl)(4,4-difluorocyclohexyl)methyl)-4-methyl-1,2,5-oxadiazole-3-carboxamide